2,3,3-trimethylbenzindole CC1=NC2=C3C(=CC=C2C1(C)C)C=CC=C3